leucine-13C6 methyl-3-(imidazol-1-yl)-5-(2-methoxyethoxy)benzoate CC1=C(C(=O)O)C=C(C=C1N1C=NC=C1)OCCOC.N[13C@@H]([13CH2][13CH]([13CH3])[13CH3])[13C](=O)O